N1N=CC(=C1)C1N(CCN(C1)C1=NC(=NC=C1)C1=CN=C2N1C=C(C=C2)C(F)(F)F)C(=O)[C@@H]2[C@@H](C2)F (2-(1H-pyrazol-4-yl)-4-(2-(6-(trifluoromethyl)imidazo[1,2-a]pyridin-3-yl)pyrimidin-4-yl)piperazin-1-yl)((1R,2R)-2-fluorocyclopropyl)methanone